tert-Butyl N-[(E)-3-[4-[(SR)-[1-[(4aR,8aS)-3-oxo-4,4a,5,7,8,8a-hexahydropyrido[4,3-b][1,4]oxazine-6-carbonyl]-4-piperidyl]-phenyl-methyl]phenyl]allyl]carbamate O=C1N[C@H]2[C@@H](OC1)CCN(C2)C(=O)N2CCC(CC2)[C@H](C2=CC=C(C=C2)/C=C/CNC(OC(C)(C)C)=O)C2=CC=CC=C2 |&1:19|